4,4-difluoro-1-(5-nitro-2-(4H-1,2,4-triazol-4-yl)phenyl)piperidine FC1(CCN(CC1)C1=C(C=CC(=C1)[N+](=O)[O-])N1C=NN=C1)F